4-formyl-5-((4-methoxybenzyl)oxy)-1,3-phenylene bis(4-methylbenzenesulfonate) CC1=CC=C(C=C1)S(=O)(=O)OC1=CC(=C(C(=C1)OCC1=CC=C(C=C1)OC)C=O)OS(=O)(=O)C1=CC=C(C=C1)C